(2,4-dinitrophenyl)-N-(4-methoxyphenyl)ethane-1-imine [N+](=O)([O-])C1=C(C=CC(=C1)[N+](=O)[O-])C(C)=NC1=CC=C(C=C1)OC